O=C1NC=2C=CC=C3C2N(C1)[C@@H]1[C@H]3CN(CC1)CCCOC1=CC=C(C#N)C=C1 4-(3-((6bR,10aS)-2-oxo-2,3,6b,7,10,10a-hexahydro-1H-pyrido[3',4':4,5]-pyrrolo[1,2,3-de]quinoxalin-8(9H)-yl)propoxy)benzonitrile